Cl.CNC=1N=C2N(C(N1)C)CCCN2C N,4,9-trimethyl-6,7,8,9-tetrahydro-4H-pyrimido[1,2-a][1,3,5]triazin-2-amine hydrochloride